Pentakis(methylethylamino)tantalum CN(CC)[Ta](N(C)CC)(N(C)CC)(N(C)CC)N(C)CC